1,4,5-trimethyl-2-(2-methyl-1-propenyl)-3-cyclohexen-1-yl-carboxylic acid CC1(C(C=C(C(C1)C)C)C=C(C)C)C(=O)O